[N+](=O)([O-])C1=CC=C(C=C1)C1(NC(N(C1=O)CCC(=O)O)=O)C1=CC=C(C=C1)[N+](=O)[O-] 3-[4,4-bis(4-nitrophenyl)-2,5-dioxoimidazolidin-1-yl]propanoic acid